IC1=CC=CC=2C3=CC=CC=C3C=CC12 iodo-phenanthrene